N-[(4-methoxyphenyl)methyl]pyrrolidin-3-amine COC1=CC=C(C=C1)CNC1CNCC1